ClC=1SC=C(N1)C(C(=O)O)(F)F (2-chloro-1,3-thiazol-4-yl)(difluoro)acetic acid